ClC=1C(=CC(=C(C(=O)NS(=O)(=O)N2[C@@H](CCCC2)C)C1)F)OCC1CCCC1 (R)-5-chloro-4-(cyclopentylmethoxy)-2-fluoro-N-((2-methylpiperidin-1-yl)sulfonyl)-benzamide